FC=1C=C(C=CC1)/C=C/C(=O)C1=CC=C(C=C1)S(=O)(=O)N[C@H](C(=O)O)C (2S)-2-[[4-[(E)-3-(3-Fluorophenyl)prop-2-enoyl]phenyl]sulfonylamino]propanoic acid